COC=1C(=C(C=C(C1)OC)C[C@@H](CCCCCO)O)C (R,S)-7-(3,5-dimethoxy-2-methylphenyl)heptane-1,6-diol